CN1CCC(CC1)NC(=O)C1=CC=CC(=N1)C1=NC=CC(=C1)NC(C=C)=O N-(1-methylpiperidin-4-yl)-4'-(prop-2-enamido)-[2,2'-bipyridine]-6-carboxamide